6,8-dichloro-1-ethyl-2H-benzo[d][1,3]Oxazine-2,4(1H)-dione ClC1=CC2=C(N(C(OC2=O)=O)CC)C(=C1)Cl